5-(2-hydroxypropan-2-yl)-N'-((3,5,6,7-tetrahydro-2H-indeno[5,6-b]furan-4-yl)carbamoyl)thiazole-2-sulfonimidamide OC(C)(C)C1=CN=C(S1)S(=O)(N)=NC(NC1=C2CCCC2=CC=2OCCC21)=O